NC=1C(=NC(=CC1C(=O)OCC)Cl)C1=C2C=NNC2=CC=C1C ethyl 3-amino-6-chloro-2-(5-methyl-1H-indazol-4-yl)pyridine-4-carboxylate